C(C(C)C)N[C@@H](CCCCN)C(=O)O isobutyl-L-Lysine